5-(trifluoromethylsulfonyloxy)-3,3a,6,6a-tetrahydrocyclopenta[c]Pyrrole-2(1H)-carboxylic acid tert-butyl ester C(C)(C)(C)OC(=O)N1CC2C(C1)C=C(C2)OS(=O)(=O)C(F)(F)F